N-isopropoxycarbonyliminocarbamic acid isopropyl ester C(C)(C)OC(N=NC(=O)OC(C)C)=O